(2R,4s)-1-[(2R)-2-(4-cyclopropyl-triazol-1-yl)-3,3-dimethyl-butyryl]-N-[1-(2,4-dimethylphenyl)-2-imidazol-1-yl-ethyl]-4-hydroxy-pyrrolidine-2-carboxamide C1(CC1)C=1N=NN(C1)[C@@H](C(=O)N1[C@H](C[C@@H](C1)O)C(=O)NC(CN1C=NC=C1)C1=C(C=C(C=C1)C)C)C(C)(C)C